Methyl (1R,2S,4S)-6-oxobicyclo[2.2.1]heptane-2-carboxylate O=C1C[C@@H]2C[C@@H]([C@H]1C2)C(=O)OC